ClC1=CC=C(C=C1)C=1C=NC2=CC=CC=C2C1 3-(4-chlorophenyl)-quinolin